2-diazo-1-[3-(difluoromethoxy)phenyl]ethanone [N+](=[N-])=CC(=O)C1=CC(=CC=C1)OC(F)F